COC(=O)C=1C(N(C2=CC(=CC=C2C1N)OCC)C1=CC=C(C=C1)N)=O.C(C)(C)(C)C1=C(O)C=CC(=C1)O 2-tertiary butyl-hydroquinone Methyl-4-amino-1-(4-aminophenyl)-7-ethoxy-2-oxo-1,2-dihydroquinoline-3-carboxylate